C(C)(C)(C)OC(=O)N1C2C3=CC(=CC=C3C1C=C2)OC tert-Butyl-4-methoxy-11-azatricyclo[6.2.1.02,7]undeca-2,4,6,9-tetraene-11-carboxylate